methyl 4-(benzyloxy)-8-bromo-6-chloro-1-(3-(ethoxycarbonyl)thioureido)isoquinoline-3-carboxylate C(C1=CC=CC=C1)OC1=C(N=C(C2=C(C=C(C=C12)Cl)Br)NC(=S)NC(=O)OCC)C(=O)OC